ClC1=C(C(=CC=C1)Cl)C1=C(C2=C(N=C(N=C2)NC2=CC=C(C=C2)N(C)CCN(C)C)N(C1=O)C)C#C 6-(2,6-dichlorophenyl)-2-((4-((2-(dimethylamino)ethyl)(methyl)amino)phenyl)amino)-5-ethynyl-8-methylpyrido[2,3-d]pyrimidin-7(8H)-one